C(C)(C)(C)OC(=O)N1CCN(CC1)CC1=C2C=CNC2=CC=C1 4-((1H-indol-4-yl)methyl)piperazine-1-carboxylic acid tert-butyl ester